2-[[[3-[3-(trifluoromethyl)phenyl]imidazo[1,2-b]pyridazin-6-yl]amino]methyl]-6-azaspiro[3.4]octane-6-carboxylate FC(C=1C=C(C=CC1)C1=CN=C2N1N=C(C=C2)NCC2CC1(C2)CN(CC1)C(=O)[O-])(F)F